tert-butyl (2-amino-5-formylpyridin-3-yl)(methyl)carbamate NC1=NC=C(C=C1N(C(OC(C)(C)C)=O)C)C=O